CN1N=CC2=C1C1=NC=CC=C1N2 1-methyl-1,4-dihydropyrazolo[3',4':4,5]pyrrolo[3,2-b]pyridine